CC(C)(COP(=O)(O)OP(=O)(O)OC[C@@H]1[C@H]([C@H]([C@@H](O1)N2C=NC3=C(N=CN=C32)N)O)OP(=O)(O)O)[C@H](C(=O)NCCC(=O)NCCSC(=O)CC(C(=O)O)O)O The molecule is a 3-hydroxyacyl-CoA that results from the formal condensation of the thiol group of coenzyme A with the 3-carboxy group of 3-carboxy-3-hydroxypropanoic acid. It is an omega-carboxyacyl-CoA and a 3-hydroxyacyl-CoA. It derives from a malic acid. It is a conjugate acid of a 3-carboxy-3-hydroxypropanoyl-CoA(5-).